2-(2-hydroxy-4-methacryloyloxyphenyl)benzotriazole OC1=C(C=CC(=C1)OC(C(=C)C)=O)N1N=C2C(=N1)C=CC=C2